COC1=CC(=C(C(=O)N)C=C1OC)[N+](=O)[O-] 4,5-dimethoxy-2-nitrobenzamide